(6R)-3-methyl-2-{[2-(trimethylsilyl)ethoxy]-methyl}-2H,4H,5H,6H-cyclopenta[c]pyrazol-6-amine CC1=C2C(=NN1COCC[Si](C)(C)C)[C@@H](CC2)N